3-(benzyloxy)-4-bromotoluene C(C1=CC=CC=C1)OC=1C=C(C)C=CC1Br